C1(CC1)[C@@H](OCNC([C@@H](NC(OCC1C2=CC=CC=C2C=2C=CC=CC12)=O)C)=O)C (5S,10S)-10-cyclopropyl-1-(9H-fluoren-9-yl)-5-methyl-3,6-dioxo-2,9-dioxa-4,7-diazaundecane